4,6-Dichloro-1-methyl-1H-imidazo[4,5-c]pyridin-2-ol ClC1=NC(=CC2=C1N=C(N2C)O)Cl